trans-tert-butyl N-[3-(2-hydroxyethylsulfonyl)cyclobutyl]-N-methyl-carbamate OCCS(=O)(=O)[C@@H]1C[C@H](C1)N(C(OC(C)(C)C)=O)C